CC1=CC=C(C2=CC=CC(=C12)[N+](=O)[O-])C(=O)NC([2H])([2H])[2H] 4-Methyl-N-(methyl-d3)-5-nitronaphthamide